(Z,E)-9,1-Hexadecadienal C(=CCCCCCC\C=C/CCCCCC)=O